9-[4-(2-methylphenoxy)phenyl]-3,4-dihydropyrido[2,1-c][1,2,4]thiadiazine 2,2-dioxide CC1=C(OC2=CC=C(C=C2)C2=CC=CN3C2=NS(CC3)(=O)=O)C=CC=C1